6-(4-chlorophenyl)-2-(3-fluorophenyl)-N-[(3RS)-3-hydroxybutyl]-3-oxo-2,3-dihydropyridazine-4-carboxamide ClC1=CC=C(C=C1)C=1C=C(C(N(N1)C1=CC(=CC=C1)F)=O)C(=O)NCC[C@@H](C)O |r|